ClC1=NC(=CC2=C1N=C(N=C2)C2=CC(=CC=C2)I)C 8-chloro-2-(3-iodophenyl)-6-methylpyrido[3,4-d]Pyrimidine